BrC=1C2=C(C=NC1OC)C(=C(N2)C(C)C)I 7-bromo-3-iodo-6-Methoxy-2-isopropyl-1H-pyrrolo[3,2-c]pyridine